4-(4-(6-(((1R,3S,5S)-1,5-dimethyl-9-azabicyclo[3.3.1]nonan-3-yl)(methyl)amino)pyridazin-3-yl)-2,3-difluoro-5-hydroxyphenyl)-1-methylpyridin-2(1H)-one C[C@]12CC(C[C@](CCC1)(N2)C)N(C2=CC=C(N=N2)C2=C(C(=C(C=C2O)C2=CC(N(C=C2)C)=O)F)F)C